N-n-undecanoyl-sarcosine C(CCCCCCCCCC)(=O)N(C)CC(=O)O